NC1=C2C(=NC=N1)N(N=C2C2=C(C(=C(C=C2)OC)F)F)C(C)C2=NC1=CC=CC(=C1C(N2N2CCNCC2)=O)Cl 2-(1-(4-amino-3-(2,3-difluoro-4-methoxyphenyl)-1H-pyrazolo[3,4-d]pyrimidin-1-yl)ethyl)-5-chloro-3-(piperazin-1-yl)quinazolin-4(3H)-one